CC1=CC=C(C=N1)C1CC=NN1C(=O)C1CCN(CC1)C(=O)C1=CN=CO1 (5-(6-methylpyridin-3-yl)-4,5-dihydro-1H-pyrazol-1-yl)(1-(oxazole-5-carbonyl)piperidin-4-yl)methanone